(+)-8-((1S,2S)-2-hydroxy-2-(methyl-d3)cyclopentyl)-6-(difluoromethyl-d)-2-((1-((methyl-d3)sulfonyl)piperidin-4-yl-3,3,4,5,5-d5)-amino)pyrido[2,3-d]pyrimidin-7(8H)-one O[C@@]1([C@H](CCC1)N1C(C(=CC2=C1N=C(N=C2)NC2(C(CN(CC2([2H])[2H])S(=O)(=O)C([2H])([2H])[2H])([2H])[2H])[2H])C([2H])(F)F)=O)C([2H])([2H])[2H]